(R)-1-((1-(2-cyanoacetyl)piperidin-3-yl)oxy)-4-((4-hydroxytetrahydro-2H-pyran-4-yl)ethynyl)-7-isopropoxyisoquinoline-6-carboxamide C(#N)CC(=O)N1C[C@@H](CCC1)OC1=NC=C(C2=CC(=C(C=C12)OC(C)C)C(=O)N)C#CC1(CCOCC1)O